FC1(CCC(CC1)[C@@H](C(=O)NC1=C(C=CC(=C1)[C@H](COC)N1C(N[C@@H](C1)C(F)(F)F)=O)O)NC(OC(C)(C)C)=O)F tert-butyl ((S)-1-(4,4-difluorocyclohexyl)-2-((2-hydroxy-5-((R)-2-methoxy-1-((S)-2-oxo-4-(trifluoromethyl)imidazolidin-1-yl)ethyl)phenyl)amino)-2-oxoethyl)carbamate